BrC1=CC(=C(C=C1)C1(COC1)N([S@](=O)C(C)(C)C)COCC[Si](C)(C)C)F |r| (±)-N-(3-(4-Bromo-2-fluorophenyl)oxetan-3-yl)-2-methyl-N-((2-(trimethylsilyl)ethoxy)methyl)propane-2-sulfinamide